CC=1N=CC(=NC1C)C(=O)N 5,6-dimethyl-pyrazine-2-carboxamide